C(C)OC(=O)C=1C2=C(NN1)CN(C2)CC2=CC=CC=C2 5-benzyl-1,4,5,6-tetrahydropyrrolo[3,4-c]pyrazole-3-carboxylic acid ethyl ester